formamidine hydroiodide salt I.C(=N)N